FC=1C=NC=C(C1NCSC1=C(C(=O)N)C=CC=C1)F ((3,5-difluoropyridin-4-yl)aminomethylthio)benzamide